S1C(=CC=C1)C(C#N)(O[Si](C)(C)C)C=1SC=CC1 2,2-bis(thiophene-2-yl)-2-((trimethylsilyl)oxy)acetonitrile